(3-(trifluoromethoxy)phenyl)(2,4,6-trimethoxyphenyl)iodonium 4-methylbenzenesulfonate CC1=CC=C(C=C1)S(=O)(=O)[O-].FC(OC=1C=C(C=CC1)[I+]C1=C(C=C(C=C1OC)OC)OC)(F)F